C(C)[S@](=O)C=1C=C(C=NC1C1=NC=2C(=NC=C(C2)C(F)(F)F)N1C)OC(C#N)(C)C 2-[[5-[(S)-ethylsulfinyl]-6-[3-methyl-6-(trifluoromethyl)imidazo[4,5-b]pyridin-2-yl]-3-pyridyl]oxy]-2-methyl-propanenitrile